(S)-3-(2-(2-methylazetidin-1-yl)-6,7-dihydro-5H-cyclopenta[d]pyrimidin-4-yl)benzamide C[C@@H]1N(CC1)C=1N=C(C2=C(N1)CCC2)C=2C=C(C(=O)N)C=CC2